OCC(CN1CCOCC1)NC(=O)C1=C(OC2=C1C=C(C=C2)OCC2=C(N=CS2)C)C N-(1-hydroxy-3-morpholinopropan-2-yl)-2-methyl-5-((4-methylthiazol-5-yl)methoxy)benzofuran-3-carboxamide